O[C@H]1[C@@H](OC([C@@H]([C@H]1O)OC)(C)C)OC1=CC=C2C(=C(C(OC2=C1C)=O)NC(C1=CC(=C(C=C1)O)CC=C(C)C)=O)O N-(7-(((2R,3R,4S,5R)-3,4-Dihydroxy-5-methoxy-6,6-dimethyltetrahydro-2H-pyran-2-yl)oxy)-4-hydroxy-8-methyl-2-oxo-2H-chromen-3-yl)-4-hydroxy-3-(3-methylbut-2-en-1-yl)benzamide